tert-Butyl (3-cyano-4-(3-(ethylsulfonyl)-5-fluoro-1-hydroxy-7,9-dihydrofuro[3,4-f]quinazolin-6-yl)-5-fluorobenzo[b]thiophen-2-yl)carbamate C(#N)C=1C2=C(SC1NC(OC(C)(C)C)=O)C=CC(=C2C=2C1=C(C=3C(=NC(=NC3C2F)S(=O)(=O)CC)O)COC1)F